tert-butyl (R)-(3-((tert-butyldimethylsilyl)oxy)-1,1-difluoropropan-2-yl)carbamate [Si](C)(C)(C(C)(C)C)OC[C@H](C(F)F)NC(OC(C)(C)C)=O